N[C@H]1CS(C2=C(N(C1=O)CC1=CC=C(C=C1)Cl)C=C(C=C2)C=2OC(=NN2)C2CN(CC(C2)(F)F)C)(=O)=O (3R)-3-amino-5-[(4-chlorophenyl)methyl]-7-[5-(5,5-difluoro-1-methyl-3-piperidyl)-1,3,4-oxadiazol-2-yl]-1,1-dioxo-2,3-dihydro-1lambda6,5-benzothiazepin-4-one